C(C)OC(=O)C=1C(NC(NC1C)=O)C1=CC(=C(C=C1)OC(\C=C\C1=CC=NC=C1)=O)Cl (E)-ethyl-4-(3-chloro-4-(3-(pyridin-4-yl)acryloyloxy)phenyl)-6-methyl-2-oxo-1,2,3,4-tetrahydropyrimidine-5-carboxylate